C1(=CC=CC=C1)C(=O)C1=CC=C(C=C1)N1CCNCC1 Phenyl-(4-piperazin-1-yl)phenyl-methanone